1,2-dibromoethylbenzene BrC(CBr)C1=CC=CC=C1